FC1=CC=C(C=C1)S(=O)(=O)N1C[C@@H]2N(CC1)C(CC2)=O |r| racemic-2-[(4-fluorophenyl)sulfonyl]-hexahydropyrrolo[1,2-a]pyrazin-6-one